ClC=1N=C(C2=C(N1)C=C(O2)C(=O)OC)N2CCOCC2 methyl 2-chloro-4-morpholinofuro[3,2-d]pyrimidine-6-carboxylate